1-[5-(4-hydroxy-5-methyl-2-propyl-pyrazol-3-yl)-2-methyl-1,2,4-triazol-3-yl]-5-methyl-pyrazolo[3,4-c]pyridine-3-carboxamide OC1=C(N(N=C1C)CCC)C=1N=C(N(N1)C)N1N=C(C=2C1=CN=C(C2)C)C(=O)N